N1C=C(C2=CC=CC=C12)CN1NNC(C1)CN1C(NC2=CC(=CC=C2C1=O)OC)=O 3-{[1-(1H-indol-3-ylmethyl)-1,2,3-triazacyclopent-4-yl]methyl}-7-methoxy-1,2,3,4-tetrahydroquinazolin-2,4-dione